Dimethyl-isoxazole CC=1C(=NOC1)C